CN1CCC(CC1)(O)C 1,4-dimethylpiperidin-4-ol